C(CCCCCC)N N-heptyl-amine